4-ethoxy-2-(methoxycarbonyl)pyridine 1-oxide C(C)OC1=CC(=[N+](C=C1)[O-])C(=O)OC